N-(4-(3-Isopropyl-2-(8-methoxy-[1,2,4]triazolo[1,5-a]pyridin-6-yl)-1H-indol-5-yl)cyclohexyl)-2-((3-methyloxetan-3-yl)amino)acetamid C(C)(C)C1=C(NC2=CC=C(C=C12)C1CCC(CC1)NC(CNC1(COC1)C)=O)C=1C=C(C=2N(C1)N=CN2)OC